OC(CC(=O)O)(C)C.FC(C1=CC=C(C=C1)[C@@H](C)OC1CN(C1)C(=O)N1C[C@@H]2[C@@H](OCC(N2)=O)CC1)(F)F |o1:16| (4aR,8aS)-6-(3-(1-(R or S)-(4-(Trifluoromethyl)phenyl)ethoxy)azetidine-1-carbonyl)hexahydro-2H-pyrido[4,3-b][1,4]oxazin-3(4H)-one beta-hydroxy-beta-methylbutyrate